C(C)OC(C#CCCOCOC)OCC 1,1-diethoxy-5-(methoxymethoxy)-2-pentyne